C(C)(C)(C)N1N=C(C=C1C=1OC=CC1)C(=O)OCC ethyl 1-(tert-butyl)-5-(furan-2-yl)-1H-pyrazole-3-carboxylate